(S)-4-(1-Phenylethoxy)benzaldehyde C1(=CC=CC=C1)[C@H](C)OC1=CC=C(C=O)C=C1